NC1=NC=CC=C1C1=NC=2C(=NC(=CC2)C2=CC=C(C=C2)F)N1C1=CC=C(CN2CCC(CC2)N(C(OC(C)(C)C)=O)C([2H])([2H])[2H])C=C1 Tert-butyl (1-(4-(2-(2-aminopyridin-3-yl)-5-(4-fluorophenyl)-3H-imidazo[4,5-b]pyridin-3-yl)benzyl)piperidin-4-yl)(methyl-d3)carbamate